FC=1C=C(C=CC1)C1=CC=CC(=N1)C(=O)O 6-(3-fluorophenyl)picolinic acid